Cl.C1(CCCC1)OCCCCCCC1=CC=C(C=C1)NC(=O)N1CCNCC1 N-(4-(6-(cyclopentyloxy)hexyl)phenyl)piperazine-1-carboxamide hydrochloride